The molecule is the tetracation of ToTo-3 dye. It has a role as a fluorochrome. It is a cyanine dye, a benzothiazolium ion, a quinolinium ion and an iminium ion. CN1/C(=C/C=C/C2=CC=[N+](C3=CC=CC=C23)CCCC(=[N+](C)C)CCCC(=[N+](C)C)CCC[N+]4=CC=C(C5=CC=CC=C45)/C=C/C=C/6\\SC7=CC=CC=C7N6C)/SC8=CC=CC=C18